1-(3-chloro-2-(trifluoromethyl)phenyl)-2'-(2-ethoxypyridin-3-yl)-6',7'-dihydro-8'H-spiro[piperidine-4,5'-[1,7]naphthyridin]-8'-one ClC=1C(=C(C=CC1)N1CCC2(C=3C=CC(=NC3C(NC2)=O)C=2C(=NC=CC2)OCC)CC1)C(F)(F)F